ClC=1C=C(C2=C(N(C(N2C)=O)CC(=O)NC2=CC=C(C=C2)F)C1)C1=CC(=C(C(=C1)OC)OCC1=NN=CN1C(C1=CC=CC=C1)(C1=CC=CC=C1)C1=CC=CC=C1)F 2-(6-chloro-4-(3-fluoro-5-methoxy-4-((4-trityl-4H-1,2,4-triazol-3-yl)methoxy)phenyl)-3-methyl-2-oxo-2,3-dihydro-1H-benzo[d]imidazol-1-yl)-N-(4-fluorophenyl)acetamide